COC1=CC=C(C=C1)\N=N\C1=CC=CC=C1 (E)-1-(4-methoxyphenyl)-2-phenyldiazene